(2R)-2-hydroxypent-4-enoic acid O[C@@H](C(=O)O)CC=C